COC1=CC=C(C=C1)N=C(C)C1=CC2=CC=CC=C2C=C1 N-(4-methoxyphenyl)-1-(naphthalen-2-yl)ethan-1-imine